4-hydroxybenzodiazaborine OC1=BN=NC2=C1C=CC=C2